(R,Z)-2-(2,5-dimethyl-1-(3,4,5-trimethoxybenzylidene)-1H-inden-3-yl)-1-(3-(dimethylamino)pyrrolidin-1-yl)ethanone hydrochloride Cl.CC=1/C(/C2=CC=C(C=C2C1CC(=O)N1C[C@@H](CC1)N(C)C)C)=C/C1=CC(=C(C(=C1)OC)OC)OC